NC=1C=C(C=C2C=C(N=CC12)NC(=O)[C@H]1[C@@H](C1)C#N)C=1C=NC=CC1C |r| (±)-trans-N-(8-amino-6-(4-methylpyridin-3-yl)isoquinolin-3-yl)-2-cyanocyclopropanecarboxamide